((2S,4S)-4-(8-chloro-4-(((S)-1-(dimethylamino)propan-2-yl)oxy)-6-fluoro-7-(4-fluorophenyl)-1H-[1,2,3]triazolo[4,5-c]quinolin-1-yl)-1-((E)-4-fluorobut-2-enoyl)piperidin-2-yl)acetonitrile ClC1=CC=2C3=C(C(=NC2C(=C1C1=CC=C(C=C1)F)F)O[C@H](CN(C)C)C)N=NN3[C@@H]3C[C@H](N(CC3)C(\C=C\CF)=O)CC#N